anilinepropanesulphonic acid N(C1=CC=CC=C1)CCCS(=O)(=O)O